COC(=O)C1=NC(=CC=C1N[C@H](C)C=1C=C(C=C2C(C=C(OC12)S(=O)CC)=O)C)Cl.N1C(=CC=2C1=CN=CC2)C(=O)N2CCC(CC2)C(F)(F)F (1H-pyrrolo[2,3-c]pyridin-2-yl)(4-(trifluoromethyl)piperidin-1-yl)methanone methyl-6-chloro-3-[[(1R)-1-(2-ethylsulfinyl-6-methyl-4-oxo-chromen-8-yl)ethyl]amino]pyridine-2-carboxylate